2,2,2-trifluoro-N-(4-((6-methyl-2,6-diazaspiro[3.3]heptan-2-yl)methyl)-3-(trifluoromethyl)phenyl)acetamide FC(C(=O)NC1=CC(=C(C=C1)CN1CC2(C1)CN(C2)C)C(F)(F)F)(F)F